C(=O)(O)C(CC1=CC=C(C=C1)OCCOCC)N1CCN(CCN(CCN(CC1)CC(=O)[O-])CC(=O)[O-])CC(=O)[O-].[Gd+3] Gadolinium 2,2',2''-(10-{1-carboxy-2-[4-(2-ethoxyethoxy)phenyl]ethyl}-1,4,7,10-tetraazacyclododecan-1,4,7-triyl)triacetat